The molecule is a pyridazinium ion that is pyridazin-1-ium which is substituted by a phenyl, amino and methoxy groups at positions 1, 4 and 6, respectively. It has a role as an antihypotensive agent, an EC 1.4.3.4 (monoamine oxidase) inhibitor, a sympathomimetic agent and an adrenergic uptake inhibitor. It is an aromatic ether, a primary arylamine and a pyridazinium ion. COC1=[N+](N=CC(=C1)N)C2=CC=CC=C2